2-bromo-3-(ethoxymethyl)benzenesulfonyl chloride BrC1=C(C=CC=C1COCC)S(=O)(=O)Cl